C(C)(C)(C)NC(CN(C)C=1C2=C(N=C(N1)C1=NC=C(C=C1)OCCO)CCC2)=O N-tert-butyl-2-([2-[5-(2-hydroxyethoxy)pyridin-2-yl]-5H,6H,7H-cyclopenta[d]pyrimidin-4-yl](methyl)amino)acetamide